N[C@H]1CN(C[C@@H](C1)F)C(=O)C1=CC2=C(N(C(=N2)C2=CC=3C(=NC(=CC3)C(=O)NC3=CC=C(C=C3)S(N)(=O)=O)N2CC2CC2)C)C(=C1)OC 2-{5-[(3R,5R)-3-amino-5-fluoropiperidine-1-carbonyl]-7-methoxy-1-methyl-1H-1,3-benzodiazol-2-yl}-1-(cyclopropylmethyl)-N-(4-sulfamoylphenyl)-1H-pyrrolo[2,3-b]pyridine-6-carboxamide